C(C)(C)(C)OC(=O)N1C(C2=CC=C(C=C2CC1)S(=O)(=O)CC)C(NC1=CC=C(C=C1)C(C(F)(F)F)(C(F)(F)F)F)=O 6-(Ethylsulfonyl)-1-((4-(perfluoropropan-2-yl)phenyl)carbamoyl)-3,4-dihydroisoquinoline-2(1H)-carboxylic acid tert-butyl ester